5-bromo-15,21-dimethyl-23-oxa-2,9,11,15,20,21,26-heptaazaheptacyclo[24.4.1.1^{1,28}.1^{13,17}.0^{2,10}.0^{3,8}.0^{18,22}]tritriaconta-3,5,7,9,13,17(33),18(22),19-octaene-12,16-dione BrC=1C=C2N3C45CCC(CN(CCOC=6N(N=CC6C=6C(N(C=C(C(NC3=NC2=CC1)=O)C6)C)=O)C)C4)C5